FC1=C(C(=O)N[C@H](C)C2=CC=CC3=CC=CC=C23)C=C(C=C1)NC(=O)N (R)-2-fluoro-N-(1-(naphthalen-1-yl)ethyl)-5-ureidobenzamide